2,7-diiodo-fluorene IC1=CC=2CC3=CC(=CC=C3C2C=C1)I